methyl 4-butyl-1-(3-chlorophenyl)-3-(4-fluorophenyl)-5-methyl-4,5-dihydro-1H-pyrazole-5-carboxylate C(CCC)C1C(=NN(C1(C(=O)OC)C)C1=CC(=CC=C1)Cl)C1=CC=C(C=C1)F